tert-butyl 5-[7-fluoro-6-[7-fluoro-3-(methoxymethoxy)-8-(2-triisopropylsilylethynyl)-1-naphthyl]-1-methyl-pyrazolo[4,3-c]pyridin-3-yl]-2-azabicyclo[2.2.2]octane-2-carboxylate FC=1C2=C(C=NC1C1=CC(=CC3=CC=C(C(=C13)C#C[Si](C(C)C)(C(C)C)C(C)C)F)OCOC)C(=NN2C)C2C1CN(C(C2)CC1)C(=O)OC(C)(C)C